(4R,5S,6R)-6-((R)-1-(2,2-Difluoroacetamido)ethyl)-4-methyl-3-((3S,5S)-5-((S)-3-methylpiperazine-1-carbonyl)pyrrolidin-3-ylthio)-7-oxo-1-azabicyclo[3.2.0]hept-2-ene FC(C(=O)N[C@H](C)[C@@H]1[C@H]2[C@H](C(=CN2C1=O)S[C@@H]1CN[C@@H](C1)C(=O)N1C[C@@H](NCC1)C)C)F